FC1=C(C(=CC=C1)F)N1N=CC=C(C1=O)C(=O)O 2-(2,6-difluorophenyl)-3-oxo-2,3-dihydropyridazine-4-carboxylic acid